C#C.[Hg] mercury acetylene